Tetranatrium edetat C(N(CC(=O)[O-])CC(=O)[O-])CN(CC(=O)[O-])CC(=O)[O-].[Na+].[Na+].[Na+].[Na+]